C1=CC=CC=2C=CC=3C=C4C=CC=CC4=CC3C21 benzoanthracene